5-(2-methoxyethyl)naphthalene COCCC1=C2C=CC=CC2=CC=C1